C(C)OC(=O)C1CC(CC1)C(=O)O 3-(ethoxycarbonyl)cyclopentanecarboxylic acid